6-nitro-indazol-3-amine [N+](=O)([O-])C1=CC=C2C(=NNC2=C1)N